CN(C)CC1OCOC1 4-dimethylaminomethyl-[1,3]-dioxolan